7-(bicyclo[1.1.1]pentan-1-yl)-2-methoxyquinoline-3-carboxylic acid C12(CC(C1)C2)C2=CC=C1C=C(C(=NC1=C2)OC)C(=O)O